chloro-N-(6-(4-(difluoromethyl)-1-methyl-1H-1,2,3-triazol-5-yl)thiazolo[4,5-c]pyridin-2-yl)-5'-methoxy-6-methyl-[4,4'-bipyridine]-3-carboxamide ClC1=NC(=CC(=C1C(=O)NC=1SC2=C(C=NC(=C2)C2=C(N=NN2C)C(F)F)N1)C1=CC=NC=C1OC)C